O1N=C(C2=C1C=CC=C2)N2CCN(CC2)CCN2C(CC(CCC2)=O)=O 1-{2-[4-(1,2-Benzisoxazol-3-yl)piperazin-1-yl]ethyl}azepane-2,4-dione